1-(8-fluoro-4-methyl-3-(3-methyl-1,2,4-oxadiazol-5-yl)-6-(trifluoromethoxy)quinolin-2-yl)-N-(tetrahydrofuran-3-yl)piperidin-4-amine FC=1C=C(C=C2C(=C(C(=NC12)N1CCC(CC1)NC1COCC1)C1=NC(=NO1)C)C)OC(F)(F)F